FC12CC(C1)(C2)NC(C(=O)NC(C(N[C@@H](C[C@H]2C(NCC2)=O)C(COC(F)(F)F)=O)=O)CC2CCOCC2)=O N1-(3-fluorobicyclo-[1.1.1]pentan-1-yl)-N2-(1-oxo-1-(((S)-3-oxo-1-((S)-2-oxopyrrolidin-3-yl)-4-(trifluoromethoxy)butan-2-yl)amino)-3-(tetrahydro-2H-pyran-4-yl)propan-2-yl)oxalamide